FC=1C=CC(=C(C1)C(=O)N1[C@@H]2[C@@H](C[C@H](C1)C2)N(C2=NC=C(N=C2)C(F)(F)F)C)C2=NC=CC=N2 (5-fluoro-2-(pyrimidin-2-yl)phenyl)((1S,4S,6R)-6-(methyl(5-(trifluoromethyl)pyrazin-2-yl)amino)-2-azabicyclo[2.2.1]heptan-2-yl)methanone